Ethyl (trans-4-{2-[(1R)-1-hydroxyethyl]-1H-imidazo[4,5-d]thieno[3,2-b]pyridin-1-yl}cyclohexyl)acetate O[C@H](C)C1=NC=2C(=C3C(=NC2)C=CS3)N1[C@@H]1CC[C@H](CC1)CC(=O)OCC